tris(diethylamino)phosphonium C(C)N(CC)[PH+](N(CC)CC)N(CC)CC